C(/C1=CC=CC=C1)=C/1\C(C2=CC=CC=C2CC1)=O (E)-2-benzylidene-1-tetralone